COC(=O)OC1=CC=C(C=C1)[S+](C)C.CS(=O)(=O)[O-] methanesulfonic acid (4-((methoxycarbonyl)oxy)phenyl)dimethylsulfonium salt